ClCC(C[Si](OC)(OC)OC)=C 2-(Chloromethyl)allyltrimethoxysilane